1-(cyclopropylmethyl)-4-methoxybenzene C1(CC1)CC1=CC=C(C=C1)OC